diamino-2,2-dimethylbiphenyl NC=1C(C(C(=CC1)C1=CC=CC=C1)(C)C)N